8-amino-3-tert-butyl-6-(4-methoxybenzyl)pyrido[2,3-e][1,2,4]triazolo[4,3-c]pyrimidin-5(6H)-one NC1=CC2=C(C=3N(C(N2CC2=CC=C(C=C2)OC)=O)C(=NN3)C(C)(C)C)N=C1